NC1=CC(=C(C(=O)NC2=CC=3N(C(=N2)C(C)C)C=CN3)C=C1)N1CCC3(CC3)CC1 4-Amino-N-(5-isopropylimidazo[1,2-c]pyrimidin-7-yl)-2-(6-azaspiro[2.5]octan-6-yl)benzamide